[Se].[Au] gold-selenium